C(CCCCCCCCCCC)OP1(OCCCO1)=O 2-(dodecyloxy)-1,3,2-dioxaphosphorinane 2-oxide